phenanthridine iridium (III) dichloride [Ir+](Cl)Cl.C1=CC=CC2=NC=C3C=CC=CC3=C12